C(CCC)(=O)OC[C@@H](OC(CCC)=O)COP(=O)(O)OCC[N+](C)(C)C 1,2-Dibutyryl-sn-glycero-3-phosphorylcholine